3'-deoxy-3',4'-didehydrocytidine triphosphate P(O)(=O)(OP(=O)(O)OP(=O)(O)O)OCC1=C[C@H]([C@@H](O1)N1C(=O)N=C(N)C=C1)O